tert-butoxycarbonyl-carbamic acid tert-butyl ester C(C)(C)(C)OC(NC(=O)OC(C)(C)C)=O